7-(difluoro(naphthalen-1-yl)methyl)-5-oxo-8-(3-(trifluoromethyl)phenyl)-2,3-dihydro-5H-thiazolo[3,2-a]pyridine FC(C=1C(=C2N(C(C1)=O)CCS2)C2=CC(=CC=C2)C(F)(F)F)(C2=CC=CC1=CC=CC=C21)F